NC1=NC2=CC(=CC=C2C=C1F)CN(C(=O)C=1C=NC=C(C1)C(F)(F)F)C=1C(=NC=C(C1)C)S(=O)(=O)C N-[(2-amino-3-fluoroquinolin-7-yl)methyl]-N-(2-methanesulfonyl-5-methylpyridin-3-yl)-5-(trifluoromethyl)pyridine-3-carboxamide